7-bromo-8-(2-(dimethylamino)ethoxy)-4-phenylquinolin-2(1H)-one BrC1=CC=C2C(=CC(NC2=C1OCCN(C)C)=O)C1=CC=CC=C1